(3-methyl-1-(4-oxo-3,4-dihydro-quinazolin-2-yl)-1H-pyrazol-5-yl)-2-phenylacetamide CC1=NN(C(=C1)C(C(=O)N)C1=CC=CC=C1)C1=NC2=CC=CC=C2C(N1)=O